C1(CC1)C=1N=NN(C1)[C@H](C(=O)N1[C@@H](C[C@H](C1)O)C(=O)NC(C)C=1N(N=CN1)CC)C(C)(C)C (2S,4R)-1-[(2S)-2-(4-cyclopropyltriazol-1-yl)-3,3-dimethyl-butanoyl]-N-[1-(2-ethyl-1,2,4-triazol-3-yl)ethyl]-4-hydroxy-pyrrolidine-2-carboxamide